11-amino-3-cyclopropyl-7-isopropyl-6,7-dihydro-5H-isoxazolo[4'',3'':2',3']thiepino[4',5':4,5]pyrrolo[2,3-d]pyrimidine 4,4-dioxide 2,2,2-trifluoroacetate FC(C(=O)O)(F)F.NC=1C2=C(N=CN1)N(C1=C2C=2C(S(CC1)(=O)=O)=C(ON2)C2CC2)C(C)C